2-(cyclohex-1-en-1-yl)-5-oxo-4,5-dihydrothieno[3,2-b]pyridine-6-carboxylic acid C1(=CCCCC1)C1=CC=2NC(C(=CC2S1)C(=O)O)=O